ClC1=C(C(=O)O)C=C(C=C1)Br 2-chloro-5-Bromo-benzoic acid